C(C=C)(=O)OCCCCN=C=O acryloyloxybutyl isocyanate